3-(4-bromophenyl)-6-methylpyridazine BrC1=CC=C(C=C1)C=1N=NC(=CC1)C